dispiro[2.0.24.13]heptane-7-carboxylic Acid C1CC12C1(CC1)C2C(=O)O